helium tri-helium [He].[He].[He].[He]